acetamino glycinate NCC(=O)ONC(=O)C